OC=1C(=NC=CC1NC1=C(C(C1=O)=O)N[C@@H](C=1C(=NC=NC1)C)C1(CCCC1)C)C(=O)N(C)C (R)-3-hydroxy-N,N-dimethyl-4-((2-(((1-methylcyclopentyl)(4-methylpyrimidin-5-yl)methyl)amino)-3,4-dioxocyclobut-1-en-1-yl)amino)picolinamide